N-(3-(6-amino-5-(2-(N-methylacrylamido)ethoxy)pyrimidin-4-yl)-5-fluoro-2-methylphenyl)-4-fluoro-2,2-dimethylbenzo[d][1,3]dioxole-5-carboxamide NC1=C(C(=NC=N1)C=1C(=C(C=C(C1)F)NC(=O)C1=C(C2=C(OC(O2)(C)C)C=C1)F)C)OCCN(C(C=C)=O)C